ClC(C(=O)N)=C 2-chloroacrylamide